N-(2-((2-(dimethylamino)ethyl)(methyl)amino)-5-((5-fluoro-4-(8-fluoro-2-methyl-3-(prop-1-en-2-yl)imidazo[1,2-a]pyridine-6-yl)pyrimidin-2-yl)amino)-4-methoxyphenyl)acrylamide CN(CCN(C1=C(C=C(C(=C1)OC)NC1=NC=C(C(=N1)C=1C=C(C=2N(C1)C(=C(N2)C)C(=C)C)F)F)NC(C=C)=O)C)C